C1(C(CCCC1)C(=O)[O-])C(=O)[O-].[Al+3].C1(C(CCCC1)C(=O)[O-])C(=O)[O-].C1(C(CCCC1)C(=O)[O-])C(=O)[O-].[Al+3] aluminum cyclohexane-1,2-dicarboxylate